trans-4-methoxycarbonylcyclohexanecarboxylic acid COC(=O)[C@@H]1CC[C@H](CC1)C(=O)O